C(C)(C)C1=CN=C2N1C=C(C=C2NC2CCN(CC2)C[C@@H]2CNCCO2)[C@@H](C)O |&1:26| racemic-1-[3-isopropyl-8-[[1-[[(2S)-morpholin-2-yl]methyl]-4-piperidyl]amino]imidazo[1,2-a]pyridin-6-yl]ethanol